tert-butyl 4-[1-[5-(2,6-dibenzyloxy-3-pyridyl)-3-fluoro-2-pyridyl]-4-piperidyl]piperazine-1-carboxylate C(C1=CC=CC=C1)OC1=NC(=CC=C1C=1C=C(C(=NC1)N1CCC(CC1)N1CCN(CC1)C(=O)OC(C)(C)C)F)OCC1=CC=CC=C1